2,6-dichloro-3-(3-(2-chlorophenyl)propionamido)benzoic acid ClC1=C(C(=O)O)C(=CC=C1NC(CCC1=C(C=CC=C1)Cl)=O)Cl